3-chloro-4-[(4-{[(2S)-pyrrolidin-2-ylmethyl]amino}butyl)amino]-N-1,3-thiazol-2-ylbenzenesulfonamide ClC=1C=C(C=CC1NCCCCNC[C@H]1NCCC1)S(=O)(=O)NC=1SC=CN1